NC1=NC=2C=CC(=CC2C2=C1C=NN2C)C(=O)N2[C@@H]1[C@H](CC2)OC2=C1C=CC(=C2)C(F)(F)F |r| Rac-(4-amino-1-methyl-1H-pyrazolo[4,3-c]quinolin-8-yl)((3aS,8bS)-6-(trifluoromethyl)-2,3,3a,8b-tetrahydro-1H-benzofuro[3,2-b]pyrrol-1-yl)methanone